methyl 4-[2-(tert-butoxy)-2-oxoethoxy]-2-(trifluoromethyl)thieno[3,4-b]pyridine-7-carboxylate C(C)(C)(C)OC(COC=1C=2C(N=C(C1)C(F)(F)F)=C(SC2)C(=O)OC)=O